3,4-Dimethyl-anisole CC=1C=C(C=CC1C)OC